2-(acetamido)-4-(ethoxymethylphosphinyl)butanoic acid ethyl ester C(C)OC(C(CCP(=O)COCC)NC(C)=O)=O